C(#N)C1(CCCCC1)N=NC(C)(C)C 1-cyano-1-(t-butylazo)cyclohexane